1,5-difluoro-3,8-diazabicyclo[3.2.1]octane FC12CNCC(CC1)(N2)F